2-Thiopheneethylamine S1C(=CC=C1)CCN